ClC1=C(C=C2C3=C(N=CN=C13)N1[C@H](CO2)CN(CC1)C(C=C)=O)C1=C2C=NNC2=CC=C1C 1-[(8aS)-4-Chloro-5-(5-methyl-1H-indazol-4-yl)-8a,9,11,12-tetrahydropyrazino[2',1':3,4][1,4]oxazepino[5,6,7-de]quinazolin-10(8H)-yl]prop-2-en-1-one